tert-butyl 6-((1-(3-chloro-4-(2-chloroethoxy)-5-cyanophenyl)-1H-indol-5-yl)methyl)-2,6-diazaspiro[3.3]heptane-2-carboxylate ClC=1C=C(C=C(C1OCCCl)C#N)N1C=CC2=CC(=CC=C12)CN1CC2(CN(C2)C(=O)OC(C)(C)C)C1